CN1C(C=C(C=C1)C)=O 1,4-dimethylpyridin-2(1H)-one